FC=1C=C(C=NC1OC)C1=CC=C(C=C1)O 4-(5-fluoro-6-methoxypyridin-3-yl)phenol